N1(CCNCC1)CCC(=O)N (2-(piperazin-1-yl)ethyl)carboxamide